(R)-N-(8-methoxy-2-methylimidazo[1,2-a]pyrazin-6-yl)-2-(2-methoxyethyl)-4-(3-(methylamino)pyrrolidin-1-yl)-2H-indazole-7-carboxamide COC=1C=2N(C=C(N1)NC(=O)C1=CC=C(C3=CN(N=C13)CCOC)N1C[C@@H](CC1)NC)C=C(N2)C